BrC=1C(=NC(=NC1)NC1=CC2=C(N(C(N2C)=O)C)C=C1)NC1=C(C=CC=C1)P(=O)(C)C 5-[[5-bromo-4-(2-dimethylphosphorylanilino)pyrimidin-2-yl]amino]-1,3-dimethyl-benzimidazol-2-one